ClC1=NC=2N(C(=C1)N(C(OC(C)(C)C)=O)CC1=C(N=C3N1C=CC(=C3)C)C)N=CC2C(C)C tert-butyl (5-chloro-3-isopropylpyrazolo[1,5-a]pyrimidin-7-yl)((2,7-dimethylimidazo[1,2-a]pyridin-3-yl)methyl)carbamate